4-(3,5-difluoro-4-hydroxybenzylidene)-1,2-dimethyl-imidazol-5-one FC=1C=C(C=C2N=C(N(C2=O)C)C)C=C(C1O)F